FC(C1CC2(CN(C2)C(=O)C=2C(=NC=CN2)N2CCN(CC2)C(C=C)=O)C1)(F)F 1-(4-(3-(6-(trifluoromethyl)-2-azaspiro[3.3]heptane-2-carbonyl)pyrazin-2-yl)piperazin-1-yl)prop-2-en-1-one